C(CC)C1=CC=CN1 5-n-propyl-pyrrole